OCCC1C2C(CC(C1)CC2CCO)CCO 2,6,7-trishydroxyethylBicyclo[2.2.2]-octane